para-mercaptoterephthalic acid SC1(CC=C(C(=O)O)C=C1)C(=O)O